1-[3-(1-cyanocyclopropoxy)-6-[5-[(6-methylpyridazin-3-yl)amino]benzimidazol-1-yl]-2-pyridyl]-5-methyl-pyrazole-3-carbonitrile C(#N)C1(CC1)OC=1C(=NC(=CC1)N1C=NC2=C1C=CC(=C2)NC=2N=NC(=CC2)C)N2N=C(C=C2C)C#N